1-Methoxypropyl-3-methylthiopropylimidazolium hydroxide [OH-].COC(CC)[N+]1=C(NC=C1)CCCSC